ClC=1C(=CC(=C(C1)N=NC1=C(C(=CC2=CC=CC=C12)C(=O)O)O)S(=O)(=O)O)C 4-[2-(5-chloro-4-methyl-2-sulfophenyl)diazenyl]-3-hydroxy-2-naphthoic acid